O[C@@]1(C(N(CC1)C)=O)C1=CC(=NO1)C1=NC(=CC=C1)C1=NC(=NC=C1)NC=1C=NN(C1)[C@@H]1CN(CC1)C1COC1 (R)-3-Hydroxy-1-methyl-3-(3-(6-(2-((1-((S)-1-(oxetan-3-yl)pyrrolidin-3-yl)-1H-pyrazol-4-yl)amino)pyrimidin-4-yl)pyridin-2-yl)isoxazol-5-yl)pyrrolidin-2-one